2-acryloxy-n-propylthio-5-n-butylthio-1,3,4-thiadiazole C(C=C)(=O)OC(CSC=1SC(=NN1)SCCCC)C